C1(=CC=CC=C1)S(=O)(=O)ON1C(C=CC1=O)=O N-Phenylsulfonyloxymaleimide